[Br-].C(CCCCCCCCCCC)N1CN(C=C1)C 1-dodecyl-3-methyl-imidazole bromide